(R)-2-Methyloctan-4-ol CC(C)C[C@@H](CCCC)O